BrCC(=O)NC1=C(C=C(C=C1)C(F)(F)F)F 2-Bromo-N-(2-fluoro-4-(trifluoromethyl)phenyl)acetamide